Diglycerin tetraacrylate C(C=C)(=O)O.C(C=C)(=O)O.C(C=C)(=O)O.C(C=C)(=O)O.OCC(O)CO.OCC(O)CO